trimethyl-(4-vinylphenoxy)silane C[Si](OC1=CC=C(C=C1)C=C)(C)C